NC1=C(C(=CC(=C1)OCCBr)C(F)(F)F)NC1CC(C1)(O)C (cis)-3-((2-amino-4-(2-bromoethoxy)-6-(trifluoromethyl)phenyl)amino)-1-methylcyclobutan-1-ol